dimethoxyphenyl-resorcinol COC1=CC(=C(C(=C1O)C1=CC=CC=C1)O)OC